[N+](=O)([O-])[O-].[Ni+2].[Fe+2].[N+](=O)([O-])[O-].[N+](=O)([O-])[O-].[N+](=O)([O-])[O-] iron-nickel nitrate